(R or S)-2-(2-bromo-5-methyl-8-oxo-5,8-dihydrospiro-[cyclopenta[d][1,2,4]triazolo[1,5-a]pyrimidine-7,4'-piperidin]-4(6H)-yl)-N-(2-chloro-4-(trifluoromethyl)phenyl)acetamide BrC1=NN2C(N(C3=C(C2=O)C2(CCNCC2)C[C@H]3C)CC(=O)NC3=C(C=C(C=C3)C(F)(F)F)Cl)=N1 |o1:17|